C1CCC12CNCC2C(=O)OCC ethyl 6-azaspiro[3.4]octane-8-carboxylate